C(C1=CC=CC=C1)NC(=O)N[C@@H]1C[C@H](C=2C1=CC(=C1C=C(N=CC21)C2CC2)S(NCC(C)C)(=O)=O)NC2=NC1=C(N2)C=CC=C1 |r| 1-Benzyl-3-[trans-(7RS,9RS)-9-(1H-benzimidazol-2-ylamino)-3-cyclopropyl-5-(2-methylpropylsulfamoyl)-8,9-dihydro-7H-cyclopenta[h]isochinolin-7-yl]urea